2-Chloro-N-((2-chlorophenyl)carbamoyl)-6-(trifluoromethyl)nicotinamide ClC1=C(C(=O)NC(NC2=C(C=CC=C2)Cl)=O)C=CC(=N1)C(F)(F)F